CN(C)C=C1CC2COC(C1=O)O2 3-((dimethylamino)methylene)-6,8-dioxabicyclo[3.2.1]Octan-4-one